P(OOC)([O-])=O mono-methoxy phosphonate